N-(2-(Dimethylamino)ethyl)-5-(3-(5-(hydroxy(thiazol-5-yl)methyl)-4H-1,2,4-triazol-3-yl)phenoxy)-1H-indole-4-carboxamide CN(CCNC(=O)C=1C=2C=CNC2C=CC1OC1=CC(=CC=C1)C1=NN=C(N1)C(C1=CN=CS1)O)C